(2S)-2-amino-3-[(4-cyanophenyl)methoxy]-N-(4-phenyl-1,3-thiazol-2-yl)propanamide N[C@H](C(=O)NC=1SC=C(N1)C1=CC=CC=C1)COCC1=CC=C(C=C1)C#N